2-(3,4-xylyl)indazole C1(=CC(=C(C=C1)C)C)N1N=C2C=CC=CC2=C1